[Na+].OC(CC(=O)[O-])C 3-hydroxy-butanoic acid sodium salt